methyl beta-isopentadecylaminopropionate beta-methyl-isotetradecylaminopropionate CCC(C(=O)O)NCCCCCCCCCCCC(C)C.C(CCCCCCCCCCCC(C)C)NCCC(=O)OC